C(C)(C)(C)OC(=O)N1CCC2(CC(C2)CN2CC3=C(C=C(C=C3CC2)C(=O)OC)F)CC1 methyl 2-[(7-tert-butoxycarbonyl-7-azaspiro[3.5]nonan-2-yl)methyl]-8-fluoro-3,4-dihydro-1H-isoquinoline-6-carboxylate